C1(CC1)NS(=O)(=O)C1=C(C=C(C=C1)[N+](=O)[O-])[N+](=O)[O-] N-cyclopropyl-2,4-dinitrobenzenesulfonamide